ClC1=C(C=CC=C1)[C@H](C)NC=1N=CC(=NC1)C(=O)N[C@H](C)\C=C\S(=O)(=O)C 5-(((S)-1-(2-Chlorophenyl)ethyl)amino)-N-((R,E)-4-(methylsulfonyl)but-3-en-2-yl)pyrazine-2-carboxamide